C1(CC1)C1=NNC(=C1)NC1=CC2=C(C(=NO2)NS(=O)(=O)C2=C(C=C(C=C2OC)[C@@H]2N(CCC2)C)OC)C=C1OC N-{6-[(3-cyclopropyl-1H-pyrazol-5-yl)amino]-5-methoxy-1,2-benzoxazol-3-yl}-2,6-dimethoxy-4-[(2R)-1-methylpyrrolidin-2-yl]benzene-1-sulfonamide